C1=CC=C(C=C1)OCC(=O)NC2=CC=NC=C2 2-phenoxy-N-(pyridin-4-yl)acetamide